N[C@@H]1CN(CC1)C(=O)C=1SC(=CC1C)C1=CC=C2CCCOC2=C1 (S)-(3-aminopyrrolidin-1-yl)(5-(chroman-7-yl)-3-methylthiophen-2-yl)methanone